quinolone Phosphorus [P].N1C(C=CC2=CC=CC=C12)=O